ClC1=C(N(C2=NC=C(C=C21)[N+](=O)[O-])COCC[Si](C)(C)C)Cl dichloro-5-nitro-1-((2-(trimethylsilyl)ethoxy)methyl)-1H-pyrrolo[2,3-b]pyridine